tert-butyl {2-[(2-{[(8S)-8-(chloromethyl)-4-hydroxy-1-methyl-7,8-dihydro-6H-thieno[3,2-e]indol-6-yl]carbonyl}-1H-indol-5-yl)carbamoyl]-1H-indol-5-yl}carbamate ClC[C@@H]1CN(C2=CC(=C3C(=C12)C(=CS3)C)O)C(=O)C=3NC1=CC=C(C=C1C3)NC(=O)C=3NC1=CC=C(C=C1C3)NC(OC(C)(C)C)=O